3,4,4'-tri(t-butylperoxycarbonyl)benzophenone C(C)(C)(C)OOC(=O)C=1C=C(C(=O)C2=CC=C(C=C2)C(=O)OOC(C)(C)C)C=CC1C(=O)OOC(C)(C)C